N-(4-fluorophenyl)-N,7-dimethyl-3-[6-(1H-pyrazole-5-carbonylamino)-3-pyridyl]benzimidazole-5-carboxamide FC1=CC=C(C=C1)N(C(=O)C1=CC2=C(N=CN2C=2C=NC(=CC2)NC(=O)C2=CC=NN2)C(=C1)C)C